FC=1C=C2C3=C(NC2=CC1)C=NC=C3 6-fluoro-9H-pyrido[3,4-b]Indole